5-(N-(2-(4-(1H-pyrrole-2-carbonyl)piperazin-1-yl)phenyl)-N-phenethylsulfamoyl)-3-methylbenzofuran N1C(=CC=C1)C(=O)N1CCN(CC1)C1=C(C=CC=C1)N(S(=O)(=O)C=1C=CC2=C(C(=CO2)C)C1)CCC1=CC=CC=C1